5-[(1R)-1-(3,5-difluorophenyl)ethoxy]-3-[1-[1-(oxetan-3-yl)-4-piperidyl]pyrazol-4-yl]-1H-indazole FC=1C=C(C=C(C1)F)[C@@H](C)OC=1C=C2C(=NNC2=CC1)C=1C=NN(C1)C1CCN(CC1)C1COC1